C(C)N1C[C@@H](CCC1)NC=1N=NC(=C2C1N(N=C2)C)C2=C(C=C(C=C2)C(F)(F)F)O 2-[7-[[(3R)-1-ethyl-3-piperidinyl]amino]-1-methyl-pyrazolo[3,4-d]pyridazin-4-yl]-5-(trifluoromethyl)phenol